7-(4-Methylpiperazin-1-yl)-4-(3-methylpiperidin-4-yl)pyrido[3,2-d]pyrimidine Dihydrochloride Salt Cl.Cl.CN1CCN(CC1)C1=CC=2N=CN=C(C2N=C1)C1C(CNCC1)C